C(CCCCCCC)NC(OC1=CC(=C(C=C1)OC)C=1C=NC=C(C1)C1=CC=NO1)=O 3-(5-(isoxazol-5-yl)pyridin-3-yl)-4-methoxyphenyl octylcarbamate